The molecule is an alpha-amino-acid anion resulting from the removal of a proton from the carboxy group of homoserine. It is a conjugate base of a homoserine. C(CO)C(C(=O)[O-])N